3-(PYRIMIDIN-2-YLETHYNYL)BENZOIC ACID N1=C(N=CC=C1)C#CC=1C=C(C(=O)O)C=CC1